3-oxo-spiro[bicyclo[2.2.1]heptane-2,1'-cyclopropane]-2'-carboxylic acid O=C1C2CCC(C2)C12C(C2)C(=O)O